C(C=CC=CC=CC=CC=C)(=O)O undecapentaenoic acid